NC=1C=2O[C@@H](C3=CC(=CC=C3C3=NN(C=C3CC=3C(=NN(C3C(=CN1)C2)CC)C(=O)N)C)F)C (R)-22-amino-3-ethyl-16-fluoro-10-methyl-19-methyl-20-oxa-3,4,10,11,23-pentaazapentacyclo[19.3.1.02,6.08,12.013,18]pentacosa-1(24),2(6),4,8,11,13,15,17,21(25),22-decaene-5-carboxamide